N-acetyl-S-((7-oxooctahydro-4,8-methanopyrido[2,1-c][1,4]oxazin-6-yl)methyl)-L-cysteine C(C)(=O)N[C@@H](CSCC1C(C2CC3COCC(N31)C2)=O)C(=O)O